ClC1=C(C=C2C(N(CN(C2=C1)C1=C(C(=C(C=C1)F)F)C)N1C(=CC=CC1=O)C)=O)F D-7-chloro-1-(3,4-difluoro-2-methylphenyl)-6-fluoro-3-(2-methyl-6-oxo-1,6-dihydropyridin-yl)-2,3-dihydroquinazolin-4(1H)-one